FC1=C(C=C(C=C1)C(=O)N1CC2=C(N=C(N=C2)C2=NC=CC=C2)CC1)O (4-fluoro-3-hydroxy-phenyl)-[2-(2-pyridyl)-7,8-dihydro-5H-pyrido[4,3-d]pyrimidin-6-yl]methanone